tert-butyl 2-((4-nitrophenyl)sulfonyl)hydrazine-1-carboxylate [N+](=O)([O-])C1=CC=C(C=C1)S(=O)(=O)NNC(=O)OC(C)(C)C